C(N)(OC(CNC=1SC2=C(N=NC(=C2)Br)N1)(C)C)=O (3-bromothiazolo[4,5-c]pyridazin-6-yl)aminotert-butyl carbamate